(1S,2S,5R)-N-(2-anilino-2-oxo-ethyl)-1-hydroxy-2-isopropyl-5-methyl-cyclohexanecarboxamide N(C1=CC=CC=C1)C(CNC(=O)[C@]1([C@@H](CC[C@H](C1)C)C(C)C)O)=O